ClC=1C=CC(=C(C1)C1=CC(=C(N=N1)SCCO)NC1=CC(=NC=C1)NC(CCN1CCNCC1)=O)F N-(4-{[6-(5-chloro-2-fluoro-phenyl)-3-[(2-hydroxyethyl)-sulfanyl]pyridazin-4-yl]amino}-pyridin-2-yl)-3-(piperazin-1-yl)propanamide